(S)-2-(chloromethyl)-4-methyl-1-(oxetan-2-ylmethyl)-1H-benzo[d]imidazole ClCC1=NC2=C(N1C[C@H]1OCC1)C=CC=C2C